5-(1-(6-chloro-9H-carbazol-2-yl)ethyl)-3-(4-methyl-3-nitrophenyl)-1,2,4-oxadiazole ClC=1C=C2C=3C=CC(=CC3NC2=CC1)C(C)C1=NC(=NO1)C1=CC(=C(C=C1)C)[N+](=O)[O-]